ClC1=C(C=C(C=C1)NC(=S)N[C@@H](C)C=1N(N=CN1)C1=NC=CC=N1)C(F)(F)F 1-[4-chloro-3-(trifluoromethyl)phenyl]-3-[(1S)-1-(2-pyrimidin-2-yl-1,2,4-triazol-3-yl)ethyl]thiourea